4-(5-Chlorothiazol-2-yl)-1-(3-(pyridin-4-yl)bicyclo[1.1.1]pentan-1-yl)piperidin-2-one ClC1=CN=C(S1)C1CC(N(CC1)C12CC(C1)(C2)C2=CC=NC=C2)=O